1-[(1S,4S)-5-[4-[2,3-difluoro-4-[[(2S)-tetrahydrofuran-2-yl]methoxy]anilino]-7-fluoro-pyrido[3,2-d]pyrimidin-6-yl]-2,5-diazabicyclo[2.2.1]heptan-2-yl]prop-2-en-1-one FC1=C(NC=2C3=C(N=CN2)C=C(C(=N3)N3[C@@H]2CN([C@H](C3)C2)C(C=C)=O)F)C=CC(=C1F)OC[C@H]1OCCC1